ClC1=CC2=C(C=N1)C(=NN2C2OCCCC2)N2C[C@@H](CC2)N(C)C (3R)-1-(6-chloro-1-(tetrahydro-2H-pyran-2-yl)-1H-pyrazolo[4,3-c]pyridin-3-yl)-N,N-dimethylpyrrolidin-3-amine